ClC=1C=C(C=CC1)C(NC(=O)C=1C=C2CN(C(C2=CC1)=O)C1C(NC(CC1)=O)=O)C1CCC1 N-((3-chlorophenyl)(cyclobutyl)methyl)-2-(2,6-dioxopiperidin-3-yl)-1-oxoisoindoline-5-carboxamide